((1-(8-bromo-2-(methyl-d2)-5H-pyrimido[5,4-b]indol-4-yl)piperidin-4-yl)methyl)phosphonic acid BrC1=CC=2C3=C(NC2C=C1)C(=NC(=N3)C([2H])[2H])N3CCC(CC3)CP(O)(O)=O